l-3-((4-ethylphenyl)sulfonyl)-6-nitroquinolin-4-amine C(C)C1=CC=C(C=C1)S(=O)(=O)C=1C=NC2=CC=C(C=C2C1N)[N+](=O)[O-]